ClC1=CC=C(C=C1)[C@@]1(N(C(C2=CC(=CC(=C12)F)C(CO)(C)O)=O)CC1=CC=C(C=C1)C#C)OCC1(CC1)CO (3R)-3-(4-Chlorophenyl)-6-(1,2-dihydroxypropan-2-yl)-2-[(4-ethynylphenyl)methyl]-4-fluoro-3-{[1-(hydroxymethyl)cyclopropyl]methoxy}-2,3-dihydro-1H-isoindol-1-on